BrC=1C=C(C=CC1)NC1(CCC2(C(N(C3=CC=CC=C23)C)CCC2=CC=CC=C2)CC1)C(=O)O 4-(3-Bromophenylamino)-1'-methyl-2'-(2-phenylethyl)-1',2'-dihydrospiro[cyclohexane-1,3'-indole]-4-carboxylic acid